COC1=CC2=C(C=3C=COC31)C=C(S2)C(C)=O 1-(4-methoxythieno[3,2-e]benzofuran-7-yl)ethan-1-one